5-(2-fluoro-6-hydroxy-3-(((1R,5S,6S)-3-methyl-3-azabicyclo[3.1.0]hexan-6-yl)ethynyl)phenyl)-1,2,5-thiadiazolidin-3-one 1,1-dioxide FC1=C(C(=CC=C1C#CC1[C@@H]2CN(C[C@H]12)C)O)N1CC(NS1(=O)=O)=O